FC(C1=CC=C(CN2C(C=3CN=CCC3C3=C2C=CC=C3)=O)C=C1)(F)F 6-(4-(trifluoromethyl)benzyl)-5-oxo-1,4,5,6-tetrahydrobenzo[c][2,7]naphthyridine